O=C1N(CCC(N1)=O)C1=CC(=C(CNC(C)=O)C=C1)F N-(4-(2,4-dioxotetrahydropyrimidin-1(2H)-yl)-2-fluorobenzyl)acetamide